1-(13Z,16Z-docosadienoyl)-2-(11Z-eicosenoyl)-glycero-3-phospho-(1'-sn-glycerol) CCCCCCCC/C=C\CCCCCCCCCC(=O)O[C@H](COC(=O)CCCCCCCCCCC/C=C\C/C=C\CCCCC)COP(=O)(O)OC[C@H](CO)O